C(C#CC)(=O)N[C@H]1CCC(N(C1)C1=C2C(=C(NC2=C(C=C1F)C(=O)N)C)Cl)C 4-((5S)-5-(but-2-ynamido)-2-methylpiperidin-1-yl)-3-chloro-5-fluoro-2-methyl-1H-indole-7-carboxamide